N-((6-bromo-5-chloro-1-(phenylsulfonyl)-1H-indol-2-yl)methyl)-2-methylpropane-2-sulfinamide BrC1=C(C=C2C=C(N(C2=C1)S(=O)(=O)C1=CC=CC=C1)CNS(=O)C(C)(C)C)Cl